(R)-N-(4-(2-(di-methylamino)ethoxy)-2-methoxyphenyl)-6-(3-phenylisoxazolidin-2-yl)pyrimidin-4-amine CN(CCOC1=CC(=C(C=C1)NC1=NC=NC(=C1)N1OCC[C@@H]1C1=CC=CC=C1)OC)C